BrC1=C(C=C2CCCNC2=C1)[N+](=O)[O-] 7-Bromo-6-nitro-1,2,3,4-tetrahydroquinoline